6-[4-(4-iodophenyl)sulfonylpiperazin-1-yl]pyrimidine IC1=CC=C(C=C1)S(=O)(=O)N1CCN(CC1)C1=CC=NC=N1